FC1=CC=C(C=C1)C(C=1COC=CC1O)C1=CC=CC=C1 3-((4-fluorophenyl)(phenyl)methyl)-4-hydroxy-2H-pyran